d,l-N-[4-[1-hydroxy-2-[(1-methylethyl)amino]ethyl]phenyl]methane-sulfonamide monohydrochloride Cl.OC(CNC(C)C)C1=CC=C(C=C1)NS(=O)(=O)C